BrC\C=C(\C)/C(F)F (Z)-1-Bromo-3-(difluoromethyl)-2-buten